N(=C=S)C=1C2=CC=CC=C2N=C2C=CC=CC12 9-isothiocyanatoacridine